(2R,4S)-2-(((S)-1-(benzyloxy)-1-oxopropan-2-yl)carbamoyl)-4-(m-tolyl)pyrrolidine-1-carboxylic acid tert-butyl ester C(C)(C)(C)OC(=O)N1[C@H](C[C@H](C1)C=1C=C(C=CC1)C)C(N[C@H](C(=O)OCC1=CC=CC=C1)C)=O